4-(4-chlorobenzyloxy)-3-(pyridin-3-ylamino)benzo[d]isoxazole ClC1=CC=C(COC2=CC=CC3=C2C(=NO3)NC=3C=NC=CC3)C=C1